ClC1=CC(=C(C=C1)[C@](C(=O)C1=CNC2=CC(=CC=C12)F)(NC1=CC(=CC(=C1)OC)OCCO)[2H])OC |r| racemic-2-(4-chloro-2-methoxyphenyl)-2-deuterio-1-(6-fluoro-1H-indol-3-yl)-2-((3-(2-hydroxyethoxy)-5-methoxyphenyl)amino)ethanone